methyl (1S,4R,5R)-2-[5-(3-iodo-7-methyl-1H-indazol-1-yl)pyridin-2-yl]-2-azabicyclo[2.2.1]heptane-5-carboxylate IC1=NN(C2=C(C=CC=C12)C)C=1C=CC(=NC1)N1[C@@H]2C[C@H]([C@H](C1)C2)C(=O)OC